6-{5-chloro-2-[(oxan-4-yl)amino]pyrimidin-4-yl}-2-{1-[(1S)-2-hydroxy-1-phenylethyl]-2-oxopyrrolidin-3-yl}-2,3-dihydro-1H-isoindol-1-one ClC=1C(=NC(=NC1)NC1CCOCC1)C1=CC=C2CN(C(C2=C1)=O)C1C(N(CC1)[C@H](CO)C1=CC=CC=C1)=O